(S)-5-cyclopropyl-2-(2-methyl-1,4-dioxa-8-azaspiro[4.5]decan-8-yl)-8-nitro-6-(trifluoromethyl)-4H-1,3-benzothiazin-4-one C1(CC1)C1=C(C=C(C2=C1C(N=C(S2)N2CCC1(OC[C@@H](O1)C)CC2)=O)[N+](=O)[O-])C(F)(F)F